NC1=C(C(=NN1C(C)C)C1=CC=C(C=N1)CC(=O)O)C#N 2-[6-(5-amino-4-cyano-1-isopropyl-pyrazol-3-yl)-3-pyridyl]acetic acid